N-[(1S)-1-(2,4-difluorophenyl)ethyl]-2-(4,6-dimethyl-2-oxo-1H-1,5-naphthyridin-3-yl)acetamide FC1=C(C=CC(=C1)F)[C@H](C)NC(CC=1C(NC2=CC=C(N=C2C1C)C)=O)=O